N1C=NC=2C1=NC(=CN2)N 1H-imidazo[4,5-b]pyrazin-6-amine